1-naphthalenesulfonic acid C1(=CC=CC2=CC=CC=C12)S(=O)(=O)O